C1(=CC=C(C=C1)OC1=CC(=C(C=N1)N)C)C1=CC=CC=C1 6-([1,1'-biphenyl]-4-yloxy)-4-methylpyridin-3-amine